Cl.OC(CCCO)C1NCC=2C=CC(=NC2C1)C(=O)O 7-(1,4-dihydroxybutyl)-5,6,7,8-tetrahydro-1,6-naphthyridine-2-carboxylate hydrochloride